(S)-4-((1-Hydroxypropan-2-yl)(4-methoxybenzyl)amino)but-2-yn-1-yl acetate C(C)(=O)OCC#CCN(CC1=CC=C(C=C1)OC)[C@H](CO)C